11-METHYLSPIRO[5.5]UNDECAN-5-OL CC1CCCCC12C(CCCC2)O